(S)-5-(2-(4-fluorophenethyl)-3-(5-methyl-1,3,4-oxadiazol-2-yl)-5-oxo-7,8,9,9a-tetrahydro-5H-pyrido[2,3-a]pyrrolizin-4-yl)-N-((5-fluoropyridin-3-yl)methyl)thiophene-2-carboxamide FC1=CC=C(CCC=2C(=C(C3=C([C@@H]4CCCN4C3=O)N2)C2=CC=C(S2)C(=O)NCC=2C=NC=C(C2)F)C=2OC(=NN2)C)C=C1